1-([1,2,4]Triazolo[1,5-a]pyridin-7-yl)ethan-1-one N=1C=NN2C1C=C(C=C2)C(C)=O